2,4-bis(N-ethylmethylamino)-2,4,6,6-tetramethylcyclotrisiloxane C(C)N([Si]1(O[Si](O[Si](O1)(C)N(CC)C)(C)C)C)C